4-(1-(2,2-difluoroethyl)-1H-pyrazol-4-yl)-5-(trifluoromethyl)-N-((1R,3S)-3-(6-(trifluoromethyl)-3H-imidazo[4,5-b]pyridin-3-yl)cyclohexyl)pyrimidin-2-amine FC(CN1N=CC(=C1)C1=NC(=NC=C1C(F)(F)F)N[C@H]1C[C@H](CCC1)N1C=NC=2C1=NC=C(C2)C(F)(F)F)F